tetrahydrofuran format C(=O)O.O1CCCC1